t-butyl-methyl-ethoxysilane C(C)(C)(C)[SiH](OCC)C